N1=NN(C2=NC=CC=C21)C2=CC(=C(C(=O)N([C@H]1CNCCC1)C1=NC=CC3=CC=CC(=C13)OC)C=C2)F (R)-4-(3H-[1,2,3]triazolo[4,5-b]pyridin-3-yl)-2-fluoro-N-(8-methoxyisoquinolin-1-yl)-N-(piperidin-3-yl)benzamide